N=1C=NN2C1C=C(C=C2)OC2=C(C=C(C=C2)NC2=NC=NN1C2=C(C=C1)N1C2CN(CC1CC2)C(C=C)=O)C 1-(8-(4-((4-([1,2,4]triazolo[1,5-a]pyridin-7-yloxy)-3-methylphenyl)amino)pyrrolo[2,1-f][1,2,4]triazin-5-yl)-3,8-diazabicyclo[3.2.1]octan-3-yl)prop-2-en-1-one